ClC=1C=CC(=NC1)CN1CC2(CC1=O)CCN(CC2)C2=CN=C1C(=N2)N(N=C1)CC(F)F 2-[(5-chloropyridin-2-yl)methyl]-8-[1-(2,2-difluoroethyl)-1H-pyrazolo[3,4-b]pyrazin-6-yl]-2,8-diazaspiro[4.5]decan-3-one